FC1(CCN(CC1)C1=CC(=CC=2N=C(OC21)C)C(=O)O)F 7-(4,4-Difluoropiperidin-1-yl)-2-methylbenzo[d]oxazole-5-carboxylic acid